(2-bromopyridin-4-yl)-N-(5-chloro-4-(5,5-dimethyl-5,6-dihydro-4H-pyrrolo[1,2-b]pyrazol-3-yl)pyridin-2-yl)propanamide BrC1=NC=CC(=C1)C(C(=O)NC1=NC=C(C(=C1)C1=C2N(N=C1)CC(C2)(C)C)Cl)C